4-Benzylpiperazine-1,3-dicarboxylic acid 1-tert-butyl 3-methyl ester COC(=O)C1CN(CCN1CC1=CC=CC=C1)C(=O)OC(C)(C)C